C(CCC)[SnH](CCCC)CCCC tributyltin hydride